FC=1C=C(C=CC1F)CC1=CN=C2C=C(C=CN12)C=1C(=C(N=C2C(CS(C12)(=O)=O)C(C)C)CCC1CCOCC1)C=1OC(=NN1)C 7-(3-[(3,4-difluorophenyl)methyl]-1,3a-diaza-6-indenyl)-3-isopropyl-6-(5-methyl-1,3,4-oxadiazol-2-yl)-5-[2-(tetrahydro-2H-pyran-4-yl)ethyl]-1λ6-thia-4-aza-1,1-indandione